propyl-N-chloroacetylglycine tert-butyl-1-ethyl-2,4-dioxo-3-(2-(trifluoromethyl)pyridin-4-yl)-1,3,8-triazaspiro[4.5]decane-8-carboxylate C(C)(C)(C)C1C2(C(N(C(N2CC)=O)C2=CC(=NC=C2)C(F)(F)F)=O)CCN(C1)C(=O)O.C(CC)N(CC(=O)O)C(CCl)=O